6-chloro-2,3-dihydro-5-azaindole ClC1=NC=C2CCNC2=C1